FC(S(=O)(=O)O)(F)F.FC(S(=O)(=O)O)(F)F.[Cu] copper bis(trifluoromethanesulfonic acid)